2-(4-(thiophen-3-yl)-1H-imidazol-2-yl)piperidin S1C=C(C=C1)C=1N=C(NC1)C1NCCCC1